tert-butyl N-{[5-(2-fluorophenyl)-1-[3-(2-methylpropanesulphonyl) benzenesulfonyl]-1H-pyrrol-3-yl] methyl}-N-methylcarbamate FC1=C(C=CC=C1)C1=CC(=CN1S(=O)(=O)C1=CC(=CC=C1)S(=O)(=O)CC(C)C)CN(C(OC(C)(C)C)=O)C